(S)-2-(1-amino-1,3-dihydrospiro[indene-2,4'-piperidin]-1'-yl)-5-(3,4-Dichloro-2-methyl-2H-indazol-5-yl)-7H-pyrrolo[2,3-d]pyrimidine-4-carbonitrile-7-d1 N[C@@H]1C2=CC=CC=C2CC12CCN(CC2)C=2N=C(C1=C(N2)N(C=C1C1=C(C2=C(N(N=C2C=C1)C)Cl)Cl)[2H])C#N